C(C)(C)(C)OC(NC([2H])([2H])[2H])=O (methyl-d3)carbamic acid Tert-butyl ester